BrC=1C=CC=2N(C1)N=C(N2)C=2C(=C(C=C(C2)F)NC(C2=C(C(=C(C=C2)F)F)Cl)=O)C N-(3-(6-bromo-[1,2,4]triazolo[1,5-a]pyridin-2-yl)-5-fluoro-2-methylphenyl)-2-chloro-3,4-difluorobenzamide